C1(CC1)CNC1=C2C(=NC=3C=C(C(=CC13)OC)OCC=1C(=NC=CC1)O)CCC2 3-[({9-[(cyclopropylmethyl)amino]-7-methoxy-1H,2H,3H-cyclopenta[b]quinolin-6-yl}oxy)methyl]pyridin-2-ol